7-(8-ethynyl-7-fluoro-3-(methoxymethoxy)naphthalen-1-yl)-8-fluoro-2-((2-methylenetetrahydro-1H-pyrrolizin-7a(5H)-yl)methoxy)pyrido[4,3-d]pyrimidin-4-ol C(#C)C=1C(=CC=C2C=C(C=C(C12)C1=C(C=2N=C(N=C(C2C=N1)O)OCC12CCCN2CC(C1)=C)F)OCOC)F